ClC1=CNC=2N=C(N=C(C21)OC[C@H]2CN(C[C@@H]2OC)C(C(=C)CO[Si](C(C)C)(C(C)C)C(C)C)=O)NC=2C=NN(C2)C 1-((3R,4R)-3-(((5-chloro-2-((1-methyl-1H-pyrazol-4-yl)amino)-7H-pyrrolo[2,3-d]pyrimidin-4-yl)oxy)methyl)-4-methoxypyrrolidin-1-yl)-2-(((triisopropylsilyl)oxy)methyl)prop-2-en-1-one